7-fluoro-5-methyl-1-(tetrahydro-2H-pyran-2-yl)-1H-indazol-4-amine FC1=CC(=C(C=2C=NN(C12)C1OCCCC1)N)C